C(C1=CC=CC=C1)OC1=NC(=CC=C1N1C(N(C2=C1C=CC=C2C=2CCN(CC2)C(=O)OC(C)(C)C)C)=O)OCC2=CC=CC=C2 tert-butyl 4-[1-(2,6-dibenzyloxy-3-pyridyl)-3-methyl-2-oxo-benzimidazol-4-yl]-3,6-dihydro-2H-pyridine-1-carboxylate